2-[3-bromo-1-(oxan-2-yl)-1H-pyrazol-5-yl]Trifluoroacetic acid BrC1=NN(C(=C1)C(C(=O)OF)(F)F)C1OCCCC1